COC=1C=NC(=NC1)C1CCN(CC1)C(=O)C1=C(OC=2N=CN=C(C21)NC2(CC2)C)C 5-[4-(5-methoxypyrimidin-2-yl)piperidine-1-carbonyl]-6-methyl-N-(1-methylcyclopropyl)furo[2,3-d]pyrimidin-4-amine